ClC1=CC=C(C=C1)[C@H]([C@H]1OC([C@@H]([C@@H]1O)O)O)OC(C1=CC=C(C=C1)C1=CC=CC=C1)=O [(R)-(4-chlorophenyl)-[(2S,3S,4R)-3,4,5-trihydroxy tetrahydrofuran-2-yl]methyl]4-phenylbenzoate